ClC1=CC=C(CN2CCC(CC2)C(=O)NCC2=C(C=C(C=C2)C#N)C(F)(F)F)C=C1 1-(4-chlorobenzyl)-N-(4-cyano-2-(trifluoromethyl)benzyl)piperidine-4-carboxamide